2-(3-(6-methylpyridine-2-yl)-1H-pyrazol-4-yl)-1,5-naphthyridine CC1=CC=CC(=N1)C1=NNC=C1C1=NC2=CC=CN=C2C=C1